FC=1C=C2C(=C(C(C2=CC1)CC1=CC=C(C=C1)C(C)C)C)CC(=O)N (Z)-2-(5-fluoro-1-(4-isopropylbenzyl)-2-methyl-1H-inden-3-yl)acetamide